8-Oxa-2-aza-spiro[4.5]decane-2-carboxylic acid [4-methoxy-7-(tetrahydro-pyran-4-yl)-thiazolo[4,5-c]pyridin-2-yl]-amide COC1=NC=C(C2=C1N=C(S2)NC(=O)N2CC1(CC2)CCOCC1)C1CCOCC1